CC1=CC=C(C=C1)S(=O)(=O)[C@]1([C@@H](C=C(C=C1)F)S(=O)(=O)C1=CC=C(C)C=C1)C=C trans-1,2-di-p-toluenesulfonyl-4-fluorophenyl-ethylene